Francium valerate C(CCCC)(=O)[O-].[Fr+]